oxamoyl chloride C(C(=O)N)(=O)Cl